5-[6-[4-[(5-chloropyrazin-2-yl)methyl]piperazin-1-yl]-2-isopropyl-3-pyridinyl]-1,3-dimethyl-pyridin-2-one ClC=1N=CC(=NC1)CN1CCN(CC1)C1=CC=C(C(=N1)C(C)C)C=1C=C(C(N(C1)C)=O)C